C1(=CC=C(C2=CC=C(C=C12)C(=O)O)C(=O)O)C(=O)O 1,4,7-naphthalenetricarboxylic acid